P(O)(=O)(OP(=O)(O)O)OCC1=C[C@H]([C@@H](O1)N1C(=O)N=C(N)C=C1)O[Si](C)(C)C(C)(C)C 2'-O-(tert-butyldimethylsilyl)-3'-deoxy-3',4'-didehydrocytidine-5'-diphosphate